α-amino-hydroxy-5-methyl-4-isoxazolepropionic acid NC(C(=O)O)CC=1C(=NOC1C)O